dimethylamino-tris(4,4,4-trifluorobutyl)silane arsenic fluorine phosphorus [P].[F].[As].CN(C)[Si](CCCC(F)(F)F)(CCCC(F)(F)F)CCCC(F)(F)F